NCC1=CC(=C(C(=C1)C)NC(=O)C1=CC2=C(OCCC3=C2C=CS3)C=C1C=1C(=NC(=CC1)C(NCCC)=O)C(=O)O)C 3-(9-((4-(aminomethyl)-2,6-dimethylphenyl)carbamoyl)-4,5-dihydrobenzo[b]thieno[3,2-d]oxepin-8-yl)-6-(propylcarbamoyl)picolinic acid